N-[(1S)-1-cyano-2-[4-(3-methyl-2-oxo-2,3-dihydro-1,3-benzoxazol-5-yl)phenyl]ethyl]-6-methoxy-1,4-oxazocane-2-carboxamide C(#N)[C@H](CC1=CC=C(C=C1)C=1C=CC2=C(N(C(O2)=O)C)C1)NC(=O)C1OCCC(CNC1)OC